ClC1=CC(=CC=2CN(CCOC21)CC2=CC(NN=C2)=O)N2C=CC1=CC(=CC=C21)F 5-{[9-Chloro-7-(5-fluoroindol-1-yl)-3,5-dihydro-2H-1,4-benzoxazepin-4-yl]methyl}-2H-pyridazin-3-one